C1(CC1)CCN1[C@H]2[C@@](CCC1)(CCC2)COC=2N=C(C1=C(N2)C(=CN=C1)F)N1CCOCCC1 2-{[(4aS,7aR)-1-(2-cyclopropylethyl)-octa-hydro-1H-cyclopenta[b]pyridin-4a-yl]methoxy}-8-fluoro-4-(1,4-oxazepan-4-yl)pyrido[4,3-d]pyrimidin